BrC1=CC=C2C(C(N(C2=C1OC)CC)=O)(F)F 6-Bromo-1-ethyl-3,3-difluoro-7-methoxyindolin-2-one